(S)-1-(1-(4-((1-benzyl-1H-1,2,3-triazol-4-yl)methoxy)phenyl)-3-ethoxyprop-2-yl)-1H-imidazo[4,5-c]Quinolin-4-amine hydrochloride Cl.C(C1=CC=CC=C1)N1N=NC(=C1)COC1=CC=C(C=C1)C[C@@H](COCC)N1C=NC=2C(=NC=3C=CC=CC3C21)N